BrC=1C(=C(C=C(C1)[N+](=O)[O-])N1CCC(CC1)(F)F)F 1-(3-bromo-2-fluoro-5-nitrophenyl)-4,4-difluoropiperidine